C1(CCCC1)NC(=O)C=1C=C2C(=CC1)OCCC21CC1 6-(cyclopentylcarbamoyl)-2,3-dihydrospiro[chromen-4,1'-cyclopropane]